NC1=C(C(=NC=2N1N=C(C2Br)C)S(=O)(=O)C)C#N 7-amino-3-bromo-2-methyl-5-(methyl-sulfonyl)pyrazolo[1,5-a]pyrimidine-6-carbonitrile